C(C1=CC=CC=C1)(C1=CC=CC=C1)=NC=1C=C(C=C2C=C(N=CC12)NC(=O)[C@H]1[C@@H](C1)C#N)C=1C=NC=CC1N(C)C |r| (±)-trans-N-[8-(benzhydrylideneamino)-6-[4-(dimethylamino)-3-pyridyl]-3-isoquinolyl]-2-cyano-cyclopropanecarboxamide